C1(=CC=CC=C1)C(C1=CC=CC=C1)=NN diphenyl ketone hydrazone